CC1(OC2=C(C=C1)C(=C(C(=C2)O)C(=O)OC)OC)C methyl 2,2-dimethyl-7-hydroxy-5-methoxy-2H-benzopyran-6-carboxylate